(((4-(2',3',4',5'-tetrahydro-[1,1'-biphenyl]-4-yl)-1H-indazol-3-yl)amino)methyl)benzoic acid C1(=CC=C(C=C1)C1=C2C(=NNC2=CC=C1)NCC1=C(C(=O)O)C=CC=C1)C=1CCCCC1